FC(CN1N=NC2=C1C=C(C=C2)C=2C=CN1N=C(N=C(C12)OC)NC1CCC(CC1)(C#N)C)F (1s,4s)-4-((5-(1-(2,2-difluoroethyl)-1H-benzo[d][1,2,3]triazol-6-yl)-4-methoxypyrrolo[2,1-f][1,2,4]triazin-2-yl)amino)-1-methylcyclohexane-1-carbonitrile